4-(1-(cyano-L-prolyl)indolin-4-yl)nicotinonitrile C(#N)N1[C@@H](CCC1)C(=O)N1CCC2=C(C=CC=C12)C1=CC=NC=C1C#N